4-(6-(6-(3-((1H-pyrazol-1-yl)methyl)-4-methoxybenzyl)-3,6-diazabicyclo[3.1.1]heptan-3-yl)pyridin-3-yl)-6-(2-hydroxy-2-methylpropoxy)pyrazolo[1,5-a]pyridine-3-carbonitrile N1(N=CC=C1)CC=1C=C(CN2C3CN(CC2C3)C3=CC=C(C=N3)C=3C=2N(C=C(C3)OCC(C)(C)O)N=CC2C#N)C=CC1OC